FC=1C=C(C=C2NC(C(=NC12)C)=O)CN1CCN(CC1)C1=CC=C(C=N1)C#N 6-{4-[(8-fluoro-2-methyl-3-oxo-4H-quinoxalin-6-yl)methyl]piperazin-1-yl}pyridine-3-carbonitrile